N-methyl-3H-triazole CN1NNC=C1